ClC1=CC=C2/C(/C(NC2=C1)=O)=C/C1=CC(=NC=C1)Cl (Z)-6-chloro-3-[(2-chloropyridin-4-yl)methylene]-1,3-dihydro-2H-indol-2-one